3-(5-([1,4'-bipiperidin]-4-yl)-3-methyl-2-oxo-2,3-dihydro-1H-benzo[d]imidazol-1-yl)piperidine-2,6-dione trifluoroacetate FC(C(=O)O)(F)F.N1(CCC(CC1)C1=CC2=C(N(C(N2C)=O)C2C(NC(CC2)=O)=O)C=C1)C1CCNCC1